COC(=O)C1=NC2=C(N1)C=C(C(=C2)CCCC)CCCC 5,6-di-n-butyl-1H-benzimidazole-carboxylic acid methyl ester